3-((2-cyanoethyl)amino)-3-(trifluoromethoxy)propionitrile C(#N)CCNC(CC#N)OC(F)(F)F